FC1=CC2=C(NC(=N2)C=2C(=NC=C(C2N2CCC(CC2)N)C2=CC(=CC(=C2)C)F)N2CCOCC2)C(=C1)F 1-[3-(5,7-difluoro-1H-1,3-benzodiazol-2-yl)-5-(3-fluoro-5-methylphenyl)-2-(morpholin-4-yl)pyridin-4-yl]piperidin-4-amine